N-[1-(hydroxymethyl)cyclopropyl]-5-[(2-methoxypyridin-3-yl)methoxy]-2-methylfuro[2,3-c]pyridine-3-carboxamide OCC1(CC1)NC(=O)C1=C(OC2=CN=C(C=C21)OCC=2C(=NC=CC2)OC)C